BrC1=CC(=C(C=C1OC)CCN)OC 2-(4-bromo-2,5-dimethoxyphenyl)ethan-1-amine